ClC1=CC(=C(C=N1)NC(=O)C1(CN(C1)C(=O)NC)C1=C(C=CC=C1)C(C)C)OC N3-(6-chloro-4-methoxypyridin-3-yl)-3-(2-isopropylphenyl)-N1-methylazetidine-1,3-dicarboxamide